5-bromo-7-phenyldibenzo[c,g]carbazole BrC1=CC=2N(C=3C=CC4=C(C3C2C2=C1C=CC=C2)C=CC=C4)C4=CC=CC=C4